ClC1=C(C(=O)N2COC3=C(C2)C=CC=C3C3=CC(=C(C(=O)O)C=C3F)N3C2COCC3CC2)C(=CC(=C1)N1CC(C1)N1N=CC(=C1)C)Cl 4-[3-[2,6-dichloro-4-[3-(4-methylpyrazol-1-yl)azetidin-1-yl]benzoyl]-2,4-dihydro-1,3-benzoxazine-8-yl]-5-fluoro-2-(3-oxa-8-azabicyclo[3.2.1]octan-8-yl)benzoic acid